C(C(C)C)N1CCN(C2=CC=CC=C12)C(C(C)N1CCN(CC1)C)=O 1-(4-Isobutyl-3,4-dihydroquinoxalin-1(2H)-yl)-2-(4-methylpiperazin-1-yl)propan-1-one